diaminopimelate C(CC(C(=O)[O-])N)CC(C(=O)[O-])N